[C-](S(=O)(=O)C(F)(F)F)(S(=O)(=O)C(F)(F)F)S(=O)(=O)C(F)(F)F.C(=C)OCCOC1=CC=C(C=C1)[I+]C1=CC=C(C=C1)OCCOC=C bis(4-vinyloxyethyloxyphenyl)iodonium tris(trifluoromethanesulfonyl)methide